undecyl methacrylate dodecyl-methacrylate sodium isononanoate C(CCCCCC(C)C)(=O)[O-].[Na+].C(CCCCCCCCCCC)OC(C(=C)C)=O.C(C(=C)C)(=O)OCCCCCCCCCCC